(6R,8R)-2-(2-acryloyl-2,6-diazaspiro[3.4]octan-6-yl)-4-(1,6-dimethyl-1H-indazol-7-yl)-7,7-dimethyl-5,6,7,8-tetrahydro-6,8-methanoquinoline-3-carbonitrile C(C=C)(=O)N1CC2(C1)CN(CC2)C2=NC=1[C@H]3C([C@@H](CC1C(=C2C#N)C=2C(=CC=C1C=NN(C21)C)C)C3)(C)C